OC1[C@H](O)[C@@H](O)[C@H](O[C@H]2[C@H](O)[C@@H](O)[C@@H](O)[C@H](O2)CO)[C@H](O1)CO D(+)-Lactose